1-(5Z,8Z,11Z,14Z-eicosatetraenoyl)-2-(5Z,8Z,11Z,14Z,17Z-eicosapentaenoyl)-glycero-3-phosphocholine CCCCC/C=C\C/C=C\C/C=C\C/C=C\CCCC(=O)OC[C@H](COP(=O)([O-])OCC[N+](C)(C)C)OC(=O)CCC/C=C\C/C=C\C/C=C\C/C=C\C/C=C\CC